(2S)-1-((3-(dimethylsulfamoyl)phenyl)carbonyl)-N-(4-(trifluoromethyl)benzyl)-2-piperidinecarboxamide CN(S(=O)(=O)C=1C=C(C=CC1)C(=O)N1[C@@H](CCCC1)C(=O)NCC1=CC=C(C=C1)C(F)(F)F)C